methyl 2-hydroxy-3-methoxypropionate OC(C(=O)OC)COC